N1N=CC2=CC=C(C=C12)C=1C2=C(NN1)C1=C(C2)SC(=C1)C=1C=NC(=CC1)C 3-(1H-indazol-6-yl)-6-(6-methylpyridin-3-yl)-1,4-dihydrothieno[2',3':4,5]cyclopenta[1,2-c]pyrazole